COC1=C(C(=CC=C1)C)C=1C(=CC=CC1C)C#N (S)-2'-methoxy-6,6'-dimethyl-[1,1'-biphenyl]-2-carbonitrile